ClC=1C=C(C=CC1OC)NC(=O)C1(CCC(CC1)N1C(NC2=C(C=CC(=C2C1)C)OC)=O)C (1s,4s)-N-(3-Chloro-4-methoxyphenyl)-4-(8-methoxy-5-methyl-2-oxo-1,2-dihydroquinazolin-3(4H)-yl)-1-methylcyclohexanecarboxamide